C(C([2H])([2H])[2H])(C1=NC2=CC=C(C(=C2NC1=O)F)CN1CCC(=CC1)C1=NC=C(C=C1)C#N)([2H])[2H] 1'-((2-(ethyl-d5)-5-fluoro-3-oxo-3,4-dihydroquinoxalin-6-yl)methyl)-1',2',3',6'-tetrahydro-[2,4'-bipyridine]-5-carbonitrile